methyl (2-aminocyclohexyl)carbamate 2,2,2-trifluoroacetate FC(C(=O)O)(F)F.NC1C(CCCC1)NC(OC)=O